4-methyl-6-(2,4,4-trimethylpentyl)-2-pyrone CC1=CC(OC(=C1)CC(CC(C)(C)C)C)=O